C1(CCCCC1)CCC(C)(O)C 4-cyclohexyl-2-methyl-butan-2-ol